4-((R)-1-(3-(difluoromethyl)-2-fluorophenyl)ethylamino)-2-methyl-6-(2-methylpiperidine-1-carbonyl)pyrido[2,3-d]pyrimidin-7(8H)-one FC(C=1C(=C(C=CC1)[C@@H](C)NC=1C2=C(N=C(N1)C)NC(C(=C2)C(=O)N2C(CCCC2)C)=O)F)F